C(CCC)N(CCCC)CCS N,N-dibutyl-2-mercaptoethylamine